C(C1=CC=CC=C1)C12CNCC(C1=NNC2=O)(C)C 3a-Benzyl-7,7-dimethyl-2H,4H,5H,6H-pyrazolo[4,3-c]pyridin-3-one